C(#N)[C@H](C[C@H]1C(NCC1)=O)NC([C@H](CC1CCCCC1)NC(=O)C=1NC2=CC=CC(=C2C1)OC)=O N-[(1S)-2-[[(1S)-1-cyano-2-[(3S)-2-oxopyrrolidin-3-yl]ethyl]amino]-1-(cyclohexylmethyl)-2-oxo-ethyl]-4-methoxy-1H-indole-2-carboxamide